[3-fluoro-5-(1,1,2,2,3,3,3-heptafluoropropyl)-2-pyridyl]-5-nitro-2-[1-[2-(2-oxooxazolidin-3-yl)ethyl]tetrazol-5-yl]sulfanyl-benzamide FC=1C(=NC=C(C1)C(C(C(F)(F)F)(F)F)(F)F)C=1C(=C(C(=O)N)C=C(C1)[N+](=O)[O-])SC1=NN=NN1CCN1C(OCC1)=O